N[C@H](CC1=C(C=2N=NN=C(C2S1)NCC=1SC=CC1)Br)CCOC1(CC1)F (S)-6-(2-amino-4-(1-fluorocyclopropoxy)butyl)-7-bromo-N-(thiophen-2-ylmethyl)thieno[3,2-d][1,2,3]triazin-4-amine